NC1=NC2=NC=C(N=C2C(=N1)N)CCl 2,4-Diamino-6-chloromethyl-pteridine